BrC=1C=CC(=NC1CC)C=1N=NN(C1CN1C(O[C@H](C1)CC1CC1)=O)C (S)-3-((4-(5-bromo-6-ethylpyridin-2-yl)-1-methyl-1H-1,2,3-triazol-5-yl)methyl)-5-(cyclopropylmethyl)oxazolidin-2-one